5-(4-((4-((1,3-dioxolan-2-yl)methyl)piperidin-1-yl)methyl)piperidin-1-yl)-2-(2,6-dioxopiperidin-3-yl)isoindoline-1,3-dione O1C(OCC1)CC1CCN(CC1)CC1CCN(CC1)C=1C=C2C(N(C(C2=CC1)=O)C1C(NC(CC1)=O)=O)=O